ClC=1C=CC(=C(C1)C1=NN(C=C1NC(=O)C=1C=NN2C1N=CC=C2)CCOC)OC N-(3-(5-chloro-2-methoxyphenyl)-1-(2-methoxyethyl)-1H-pyrazol-4-yl)pyrazolo[1,5-a]pyrimidine-3-carboxamide